(2S,3R,5R)-3-methyl-7-oxo-3-((E)-(2-(2,3,6-trichloro-4,5-dihydroxybenzoyl)hydrazono)methyl)-4-thia-1-azabicyclo[3.2.0]heptane-2-carboxylic acid 4,4-dioxide C[C@@]1([C@@H](N2C(C[C@H]2S1(=O)=O)=O)C(=O)O)/C=N/NC(C1=C(C(=C(C(=C1Cl)O)O)Cl)Cl)=O